CC(C(=O)NCCOC(NCC1=CC=CC=C1)=O)=C benzylcarbamic acid 2-methylacrylamidoethyl ester